Methyl 3,3,3-trifluoro-2-(trifluoromethyl)propionate FC(C(C(=O)OC)C(F)(F)F)(F)F